ClC=1C=C(C=C(C1)Cl)NC1=NC=CC(=N1)C1=NN(C(=C1)C(=O)N)C 3-{2-[(3,5-dichlorophenyl)amino]pyrimidin-4-yl}-1-methyl-1H-pyrazole-5-carboxamide